2-(3-(2-methoxyethoxy)phenyl)-5-methyl-4,5,6,7-tetrahydrooxazolo[4,5-c]pyridine COCCOC=1C=C(C=CC1)C=1OC2=C(CN(CC2)C)N1